(6'R,8a'S)-6'-(8-amino-1-bromoimidazo[1,5-a]pyrazin-3-yl)-1',1'-difluorotetrahydro-1'H-spiro[cyclopropane-1,2'-indolizin]-3'(5'H)-one NC=1C=2N(C=CN1)C(=NC2Br)[C@H]2CN1C(C3(C([C@@H]1CC2)(F)F)CC3)=O